ClC1=C(C(C1(F)F)(F)F)Cl 1,2-dichloro-3,3,4,4-tetrafluorocyclobutene